CC1=CC2=C(N=C(N=C2NC(C(F)(F)F)CCC2=CC=CC=C2)C(F)(F)F)S1 6-methyl-N-(1,1,1-trifluoro-4-phenylbutan-2-yl)-2-(trifluoromethyl)thieno[2,3-d]pyrimidin-4-amine